C(CCC)[Si](CC)(CC)CC butyl-triethyl-silane